[N+](=O)([O-])C1=C(C=CC(=C1)[N+](=O)[O-])NCCN 2,4-dinitrophenyl-ethylenediamine